C(C)(C)(C)OC(=O)N1CCN(CC1)C1=NOC2=C1C=CC=C2C=C.C(C)O[SiH](C)C monoethoxydimethyl-silane tert-butyl-4-(7-vinylbenzo[d]isoxazol-3-yl)piperazine-1-carboxylate